(4-((1H-1,2,4-triazol-1-yl)sulfonyl)phenyl)(4-(pyridin-2-yl)-piperazin-1-yl)-methanone N1(N=CN=C1)S(=O)(=O)C1=CC=C(C=C1)C(=O)N1CCN(CC1)C1=NC=CC=C1